FC1=C(C=CC(=C1)F)C=1C2=C(N=C(N1)N1C[C@@H](OCC1)C1=CC(=NC=C1)C)N=C(C(=C2)C)C 4-(2,4-difluorophenyl)-6,7-dimethyl-2-((2S)-2-(2-methyl-4-pyridinyl)-4-morpholinyl)pyrido[2,3-d]pyrimidine